6-((1-methyl-1H-indazol-6-yl)oxy)-3,4-dihydroquinolin-2(1H)-one CN1N=CC2=CC=C(C=C12)OC=1C=C2CCC(NC2=CC1)=O